FC1(CN(C[C@@H](C1)N1C(CC(C1)C)=O)C(=O)OC=1C=NC(=CC1)OC(F)(F)F)F 6-(trifluoromethoxy)pyridin-3-yl (5R)-3,3-difluoro-5-(4-methyl-2-oxopyrrolidin-1-yl)piperidine-1-carboxylate